7-((4-(2-Methyltetrahydro-2H-pyran-4-yl)phenyl)amino)-2H-benzo[b][1,4]oxazin-3(4H)-one CC1OCCC(C1)C1=CC=C(C=C1)NC=1C=CC2=C(OCC(N2)=O)C1